CS(=O)(=O)N1CCC(CC1)CCN1N=C(C=2C1=NC=NC2N)CC2=CC=CC1=CC=CC=C21 1-(2-(1-(methylsulfonyl)piperidin-4-yl)ethyl)-3-(naphthalen-1-ylmethyl)-1H-pyrazolo[3,4-d]pyrimidin-4-amine